C(C)O\C=C(\C(C(=O)OCC)=O)/C(C)=O ethyl (E)-3-(ethoxymethylene)-2,4-dioxopentanoate